1-benzyl-6-chloro-5-oxo-7-(quinolin-8-ylmethyl)-8-(3-(trifluoromethyl)phenyl)-1,2,3,5-tetrahydroimidazo[1,2-a]pyridine-3-carboxylic acid C(C1=CC=CC=C1)N1CC(N2C1=C(C(=C(C2=O)Cl)CC=2C=CC=C1C=CC=NC21)C2=CC(=CC=C2)C(F)(F)F)C(=O)O